1-[3-(2-Chloro-6-fluorophenoxy)-8-azabicyclo[3.2.1]octan-8-yl]-2-[3-(4-hydroxypiperidin-1-carbonyl)-5,6-dihydrocyclopenta[c]pyrazol-1(4H)-yl]ethan-1-on ClC1=C(OC2CC3CCC(C2)N3C(CN3N=C(C2=C3CCC2)C(=O)N2CCC(CC2)O)=O)C(=CC=C1)F